7-methylisobenzofuran CC1=CC=CC2=COC=C12